NC=1C(=C(C(=O)NC2=CC=C(C=C2)F)C(=CC1)Cl)Cl 3-amino-2,6-dichloro-N-(4-fluorophenyl)benzamide